6-fluoro-4-(7-Azaspiro[3.5]nonane-2-yl)quinoline FC=1C=C2C(=CC=NC2=CC1)C1CC2(C1)CCNCC2